ClC1=CC=C(CNC(=O)NCCCCC2CCN(CC2)C(=O)C2=NC=CC=C2)C=C1 1-(4-chlorobenzyl)-3-(4-(1-pyridineformylpiperidin-4-yl)butyl)urea